C12NNCC2C1 2,3-diazabicyclo[3.1.0]hexane